trimethyl 2-[(1-benzhydryl-4-piperidyl)methyl]propane-1,1,3-tricarboxylate C(C1=CC=CC=C1)(C1=CC=CC=C1)N1CCC(CC1)CC(C(C(=O)OC)C(=O)OC)CC(=O)OC